C1(CC1)NC(=O)C=1C(N(C=2N(C1O)N=CC2\C=C\C(N2C(COCC2)CC(F)(F)F)=O)CC(C)C)=O (E)-N-cyclopropyl-7-hydroxy-4-isobutyl-5-oxo-3-(3-oxo-3-(3-(2,2,2-trifluoroethyl)morpholino)prop-1-en-1-yl)-4,5-dihydropyrazolo[1,5-a]pyrimidine-6-carboxamide